BrC=1C(=C(C=CC1)C1C(CC(C1\C=C\C(C(CC#CC)C)O[Si](C)(C)C(C)(C)C)OC1OCCCC1)O)F 2-(3-bromo-2-fluorophenyl)-3-((E)-3-((tert-butyldimethylsilyl)oxy)-4-methyloct-1-en-6-yn-1-yl)-4-((tetrahydro-2H-pyran-2-yl)oxy)cyclopentanol